Diisooctyl-octyl phenyl phosphit P(OC(CCCCCCC)(CCCCCC(C)C)CCCCCC(C)C)(OC1=CC=CC=C1)[O-]